7-benzyl-3-cyclopropylmethyl-2,3,6,7,8,9-hexahydroimidazo[1,2-a]pyrido[3,4-e]pyrimidin-5(1H)-one C(C1=CC=CC=C1)N1CC=2C(N=C3N(C2CC1)CCN3CC3CC3)=O